5-((5-bromo-2-nitrophenyl)amino)-5-methylhexan-1-ol BrC=1C=CC(=C(C1)NC(CCCCO)(C)C)[N+](=O)[O-]